FC=1C=C2C=C(C(C2=CC1)=O)C 5-fluoro-2-methyl-1-indenone